FC(CN1C(=NC2=C1C=C(C=C2F)C2=CNC=1N=C(N=C(C12)OC)NC1CCC2(OCCO2)CC1)C)F 5-(1-(2,2-difluoroethyl)-4-fluoro-2-methyl-1H-benzo[d]imidazol-6-yl)-4-methoxy-N-(1,4-dioxaspiro[4.5]decan-8-yl)-7H-pyrrolo[2,3-d]pyrimidin-2-amine